methyl (2S,3R)-1',3'-dioxo-3-(o-tolyl)-1',3'-dihydrospiro[cyclopropane-1,2'-indene]-2-carboxylate O=C1C2(C(C3=CC=CC=C13)=O)[C@H]([C@@H]2C2=C(C=CC=C2)C)C(=O)OC